2-(2-(2-(3-(3',6'-dihydroxy-3-oxo-3H-spiro[isobenzofuran-1,9'-xanthen]-5-yl)thioureido)ethoxy)ethyl)succinamide (2,2,6,6-tetramethyl-4-piperidyl)-1,2,3,4-butanetetracarboxylate CC1(NC(CC(C1)OC(=O)CC(C(CC(=O)O)C(=O)O)C(=O)O)(C)C)C.OC=1C=CC=2C3(C4=CC=C(C=C4OC2C1)O)OC(C1=CC(=CC=C13)NC(NCCOCCC(C(=O)N)CC(=O)N)=S)=O